cis-N1-(5-(imidazo[1,2-a]pyrimidin-6-yl)pyrrolo[2,1-f][1,2,4]triazin-2-yl)-N4-methylcyclohexane-1,4-diamine N=1C=CN2C1N=CC(=C2)C=2C=CN1N=C(N=CC12)N[C@@H]1CC[C@@H](CC1)NC